ClC=1C(=CC=C2N=CC(=NC12)C=1C=NN(C1)C1CC(C1)C(F)(F)F)OC=1C=CC2=C(NC(=N2)C)C1 8-chloro-7-((2-methyl-1H-benzo[d]imidazol-6-yl)oxy)-2-(1-((1r,3r)-3-(trifluoromethyl)cyclobutyl)-1H-pyrazol-4-yl)quinoxaline